rel-2-((1R,4r)-4-((1R,3R)-3-Hydroxy-N-methylcyclopentane-1-carboxamido)cyclohexyl)-6-methoxy-N-(pyrazolo[1,5-a]pyrimidin-3-yl)-2H-indazole-5-carboxamide O[C@H]1C[C@@H](CC1)C(=O)N(C)C1CCC(CC1)N1N=C2C=C(C(=CC2=C1)C(=O)NC=1C=NN2C1N=CC=C2)OC |o1:1,3|